S(=O)(=O)(O)O.N1=CC=CC2=CC=CC(=C12)O.N1=CC=CC2=CC=CC(=C12)O 8-Quinolinol hemisulfate salt